4-(6-bromocinnolin-4-yl)piperazine-1-carboxylic acid tert-butyl ester C(C)(C)(C)OC(=O)N1CCN(CC1)C1=CN=NC2=CC=C(C=C12)Br